(Z)-3-(4-bromo-1-methyl-1H-pyrazol-5-yl)-2-(4-ethoxyphenyl)acrylonitrile BrC=1C=NN(C1\C=C(/C#N)\C1=CC=C(C=C1)OCC)C